C1CCC2=CC(=CC=C12)C1=NN2C(C(N1)=O)=NC=C2 2,3-dihydro-1H-inden-5-yl-imidazo[2,1-f][1,2,4]Triazin-4(3H)-one